(1S,2S)-2-(4-bromo-3-fluorophenyl)cyclopropane-1-carboxylic acid BrC1=C(C=C(C=C1)[C@@H]1[C@H](C1)C(=O)O)F